ClC=1C=C(N)C=C(C1OC1=C(C=C(C=C1)OC)F)Cl 3,5-dichloro-4-(2-fluoro-4-methoxyphenoxy)aniline